tert-Butyl (5,7-difluoro-4-(8-fluoro-2-(((2R,7aS)-2-fluorotetrahydro-1H-pyrrolizin-7a(5H)-yl)methoxy)-4-(piperazin-1-yl)pyrido[4,3-d]pyrimidin-7-yl)benzo[d]thiazol-2-yl)carbamate FC=1C=C(C2=C(N=C(S2)NC(OC(C)(C)C)=O)C1C1=C(C=2N=C(N=C(C2C=N1)N1CCNCC1)OC[C@]12CCCN2C[C@@H](C1)F)F)F